N-isopropylcyclohexan-1-amine C(C)(C)NC1CCCCC1